BETA-CYANOPROPIONALDEHYDE C(#N)CCC=O